4-Amino-1-(isoquinolin-5-yl)-7-methyl-2-oxo-1,2-dihydroquinoline-3-carboxylic acid methyl ester COC(=O)C=1C(N(C2=CC(=CC=C2C1N)C)C1=C2C=CN=CC2=CC=C1)=O